BrC=1C(=CC2=C(N(N=N2)[C@H](C)C2=C(C=C(C=C2)Cl)Cl)C1)C (R)-6-bromo-1-(1-(2,4-dichlorophenyl)ethyl)-5-methyl-1H-benzo[d][1,2,3]triazole